2-amino-4-(methylsulfonyl)phenol NC1=C(C=CC(=C1)S(=O)(=O)C)O